1-(4-fluorophenyl)-3,3-difluoro-2-phenylpropan-1-one FC1=CC=C(C=C1)C(C(C(F)F)C1=CC=CC=C1)=O